BrC1=CC=C(C=C1)CCCCCC bromo-4-hexylbenzene